C1(CCCC1)CC(=O)NC=1N=NN(C1)CCCCN1N=NC(=C1)C(=O)NCC1CCCC1 1-{4-[4-(2-cyclopentylacetamido)-1H-1,2,3-triazol-1-yl]butyl}-N-(cyclopentylmethyl)-1H-1,2,3-triazole-4-carboxamide